1,2,4-TRIAZOLE-3-CARBOXAMIDE N1N=C(N=C1)C(=O)N